3-(3-(1-(5-chloro-4-(((R)-1-(2,4-dichlorophenyl)ethyl)amino)-6-methylpyrimidin-2-yl)pyrrolidin-3-yl)piperidin-1-yl)-1-methylcyclobutane-1-carboxylic acid ClC=1C(=NC(=NC1C)N1CC(CC1)C1CN(CCC1)C1CC(C1)(C(=O)O)C)N[C@H](C)C1=C(C=C(C=C1)Cl)Cl